(S)-3-((3H-imidazo[4,5-c]pyridin-3-yl)methyl)-3-methylcyclohexane-1-one N1=CN(C=2C=NC=CC21)C[C@@]2(CC(CCC2)=O)C